(S)-5-(4-methoxybenzyl)morpholin-3-one COC1=CC=C(C[C@H]2COCC(N2)=O)C=C1